FC=1C=CC(=C(C(=O)N2C3CC(CC2COC2=NC=C(C=C2)F)C3)C1)C1=NC=CC=N1 2-[5-fluoro-2-(pyrimidin-2-yl)benzoyl]-3-{[(5-fluoropyridin-2-yl)oxy]methyl}-2-azabicyclo[3.1.1]heptane